4-(hydroxyphenyl)-3-(3,4-dimethoxyphenyl)-2-propen-1-one OC1=C(C=CC=C1)C1(C(C=C(C=C1)C=CC=O)OC)OC